N-(6-(5-chloro-7-(cyanofluoromethyl)-6-fluoro-1H-indazol-4-yl)imidazo[1,2-a]pyrazin-2-yl)-2-fluorocyclopropane-1-carboxamide ClC=1C(=C2C=NNC2=C(C1F)C(F)C#N)C=1N=CC=2N(C1)C=C(N2)NC(=O)C2C(C2)F